(4-bromo-3-methylphenoxy)propionic acid ethyl ester C(C)OC(C(C)OC1=CC(=C(C=C1)Br)C)=O